4-Fluoro-3-(8-((S,E)-2-(hydroxymethyl)-4-(methoxyimino)pyrrolidine-1-carbonyl)-2,3-dihydrobenzo[b][1,4]dioxin-5-yl)-2-methylbenzonitrile FC1=C(C(=C(C#N)C=C1)C)C1=CC=C(C=2OCCOC21)C(=O)N2[C@@H](C\C(\C2)=N/OC)CO